methyl 6-(3-((3'-fluoro-5'-methoxy-[1,1'-biphenyl]-4-yl)methyl)thiophene-2-carboxamido)spiro[3.3]heptane-2-carboxylate FC=1C=C(C=C(C1)OC)C1=CC=C(C=C1)CC1=C(SC=C1)C(=O)NC1CC2(CC(C2)C(=O)OC)C1